(R)-6-(3-(2,3-difluorophenyl)isoxazolidin-2-yl)-N-(3-methyl-4-(4-(4-methylpiperazine-1-yl)piperidin-1-yl)phenyl)pyrimidin-4-amine FC1=C(C=CC=C1F)[C@@H]1N(OCC1)C1=CC(=NC=N1)NC1=CC(=C(C=C1)N1CCC(CC1)N1CCN(CC1)C)C